N-[(3S)-9-fluoro-2-oxo-5-phenyl-1,3-dihydro-1,4-benzo-diazepin-3-yl]-6-[(1R,4R)-5-methyl-2,5-diazabicyclo-[2.2.1]heptan-2-yl]-2-phenylimidazo-[1,2-b]pyridazine-3-carboxamide FC1=CC=CC=2C(=N[C@@H](C(NC21)=O)NC(=O)C2=C(N=C1N2N=C(C=C1)N1[C@H]2CN([C@@H](C1)C2)C)C2=CC=CC=C2)C2=CC=CC=C2